4-(4-Methyl-[1,4]diazepan-1-yl)-1,7,11b-triaza-benzo[c]fluorene-6-carboxylic Acid Methoxy-Amide CONC(=O)C1=CC2=C(N3C=4C=CC=CC4N=C13)N=CC=C2N2CCN(CCC2)C